FC=1C=C(C(=O)NC2=CC3=CC=CC=C3C=C2)C=CC1 3-fluoro-N-(2-naphthyl)benzamide